diethyl (1-(4-methoxyphenyl)-3,5-dimethyl-1H-pyrazole-4-carbonyl)-L-valyl-D-glutamate COC1=CC=C(C=C1)N1N=C(C(=C1C)C(=O)N[C@@H](C(C)C)C(=O)N[C@H](CCC(=O)OCC)C(=O)OCC)C